C(C)SC(=O)SC(C(=O)O)C 2-((ethylthio)carbonylthio)propanoic acid